C(CCC(=O)O)(=O)O.C(CCC(=O)O)(=O)O succinic acid (Succinate)